COC=1C=C(C=C2C1OCO2)CN(CC2=CC=C(C=C2)CNCC2=NC=CC=C2)C2CCCC=1C=CC=NC21 N-[(3-methoxy-4,5-methylenedioxyphenyl)methyl]-N'-(2-pyridylmethyl)-N-(5,6,7,8-tetrahydro-8-quinolinyl)-1,4-xylylenediamine